((1,1-dimethyl-2-propynyl)oxy)trimethylsilane CC(C#C)(C)O[Si](C)(C)C